methyl 2-[(4-{3-[(4-chloro-2-fluorophenyl)methoxy]-1H-1,2,4-triazol-1-yl}piperidin-1-yl)methyl]-1-[(1-ethyl-1H-imidazol-5-yl)methyl]-1H-benzimidazole-6-carboxylate ClC1=CC(=C(C=C1)COC1=NN(C=N1)C1CCN(CC1)CC1=NC2=C(N1CC1=CN=CN1CC)C=C(C=C2)C(=O)OC)F